C(C)OC(C(C)(C)N1C([C@H]([C@@H](C1)C=1C(=CC2=C(CCO2)C1)F)NC(=O)NC1=CC=C(C=C1)F)=O)=O |o1:9,10| (-)-2-{(3S*,4R*)-4-(6-fluoro-2,3-dihydrobenzofuran-5-yl)-3-[3-(4-fluorophenyl)ureido]-2-oxopyrrolidin-1-yl}-2-methylpropanoic acid ethyl ester